CN(C)CCOC(C=C)=O acrylic dimethylaminoethyl ester